N-Ethyl-N-[(E)-(1-Hydroxy-3H-2,1-benzoxaborol-5-yl)methylenamino]-1-methyl-pyrazolo[3,4-d]pyrimidin-4-amin C(C)N(C1=C2C(=NC=N1)N(N=C2)C)/N=C/C=2C=CC1=C(COB1O)C2